(1R,5S)-3-(6-chloro-2,8-difluoroquinazolin-4-yl)-3,8-diazabicyclo[3.2.1]octane-8-carboxylic acid tert-butyl ester C(C)(C)(C)OC(=O)N1[C@H]2CN(C[C@@H]1CC2)C2=NC(=NC1=C(C=C(C=C21)Cl)F)F